(R)-S-(2-(3-(4-((bis(benzyloxy)phosphoryl)oxy)-2-hydroxy-3,3-dimethylbutanamido)propanamido)ethyl) (E)-but-2-enethioate C(\C=C\C)(SCCNC(CCNC([C@@H](C(COP(=O)(OCC1=CC=CC=C1)OCC1=CC=CC=C1)(C)C)O)=O)=O)=O